N1(CCC1)C1=C(C=C(C=C1)S(=O)(=O)NCC(N1CCOC2(CC2)C1)=O)Br 4-(azetidin-1-yl)-3-bromo-N-(2-oxo-2-(4-oxa-7-azaspiro[2.5]octan-7-yl)ethyl)benzenesulfonamide